ClC1=NC=C(C=C1OCC1=C2C(NC(C2=CC(=C1)F)=O)(C)C)F 4-{[(2-chloro-5-fluoropyridin-3-yl)oxy]methyl}-6-fluoro-3,3-dimethyl-2,3-dihydro-1H-isoindol-1-one